ClC=1C(=CC2=C(N(C[C@H](N(S2(=O)=O)C)C2OCCCC2)C2=CC=CC=C2)C1)C=1C=CC(=C(C(=O)O)C1)F 5-((3S)-7-chloro-2-methyl-1,1-dioxido-5-phenyl-3-(tetrahydro-2H-pyran-2-yl)-2,3,4,5-tetrahydrobenzo[f][1,2,5]thiadiazepin-8-yl)-2-fluorobenzoic acid